Ethyl 6-bromopyridinecarboxylate BrC1=CC=CC(=N1)C(=O)OCC